5-chloro-6-(trifluoromethyl)pyridine ClC=1C=CC=NC1C(F)(F)F